FC1(CC(CCC1)N(C1=CC=CC=C1)C(CC1(CCN(CC1)C(=O)N1CC(C2=CC=CC=C12)(C)C)C(=O)O)=O)F 4-[2-(N-(3,3-difluorocyclohexyl)anilino)-2-oxo-ethyl]-1-(3,3-dimethylindoline-1-carbonyl)piperidine-4-carboxylic acid